(S)-Benzyl 4-(((R)-1-(tert-butoxycarbonyl)-3-(4-chlorobenzyl)piperidin-3-yl)carbamoyl)-2,2-dimethyloxazolidine-3-carboxylate C(C)(C)(C)OC(=O)N1C[C@@](CCC1)(CC1=CC=C(C=C1)Cl)NC(=O)[C@H]1N(C(OC1)(C)C)C(=O)OCC1=CC=CC=C1